[I-].[Yb+2].[I-] Ytterbium(II) iodide